OC(C(=O)NC1=CC=CC=C1)C1=CC=C(C=C1)OC 2-Hydroxy-2-(4-methoxyphenyl)-N-phenylacetamide